(S)-imino((1-(5-isopropyl-3-((2-(4-methoxypiperidin-1-yl)pyrimidin-4-yl)amino)isoquinolin-8-yl)azetidin-3-yl)methyl)(methyl)-λ6-sulfanone N=[S@](=O)(C)CC1CN(C1)C=1C=CC(=C2C=C(N=CC12)NC1=NC(=NC=C1)N1CCC(CC1)OC)C(C)C